6-bromo-N-[1-(2-pyrimidin-2-yl-1,2,4-triazol-3-yl)ethyl]-8-(trifluoromethyl)quinazolin-4-amine BrC=1C=C2C(=NC=NC2=C(C1)C(F)(F)F)NC(C)C=1N(N=CN1)C1=NC=CC=N1